Cl.Cl.N1(CCOCC1)CCC[C@H]1NCC2=CC=CC=C2C1 (3R)-3-[3-(morpholin-4-yl)propyl]-1,2,3,4-tetrahydroisoquinoline dihydrochloride